(R) or (S)-4-[[1-[3-[(2,2-difluoro-1,3-benzodioxol-5-yl)-methylcarbamoyl]phenyl]-3-(trifluoromethyl)-4,5,6,7-tetrahydroindazol-7-yl]oxy]benzoic acid FC1(OC2=C(O1)C=CC(=C2)N(C(=O)C=2C=C(C=CC2)N2N=C(C=1CCC[C@H](C21)OC2=CC=C(C(=O)O)C=C2)C(F)(F)F)C)F |o1:26|